C(C)(C)(C)OC(=O)N1C[C@@H](CC1)N(S(=O)(=O)C1=CC=C(C=C1)[N+](=O)[O-])CC (3R)-3-[ethyl-(4-nitrophenyl)sulfonyl-amino]pyrrolidine-1-carboxylic acid tert-butyl ester